Cyclopropylmethyl (E)-2-((7-cyanobenzo[b]thiophen-3-yl)methylene)-3-oxobutanoate C(#N)C1=CC=CC2=C1SC=C2\C=C(\C(=O)OCC2CC2)/C(C)=O